C(C)N1N=C(C=C1)C=1C=C(C=C(C1)C=1C=NN(C1)COC)[C@@H](C)NC(C1=C(C=CC(=C1)N1CC2CCC(C1)N2C)C)=O N-((R)-1-(3-(1-ethyl-1H-pyrazol-3-yl)-5-(1-(methoxymethyl)-1H-pyrazol-4-yl)phenyl)ethyl)-2-methyl-5-(8-methyl-3,8-diazabicyclo[3.2.1]octan-3-yl)benzamide